C(C)(C)(C)N(CC(C)O)CC(C)O 1,1'-{N-(tert-butyl)imino}di-2-propanol